1-(2-(((1H-benzo[d]imidazol-5-yl)methyl)amino)-1H-benzo[d]imidazol-1-yl)butan-1-one N1C=NC2=C1C=CC(=C2)CNC2=NC1=C(N2C(CCC)=O)C=CC=C1